O[C@H](COC1=CC=C(C(NC2CCN(CC2)C(=O)OC(C)(C)C)=N)C=C1)C(=O)OC tert-Butyl (R)-4-(4-(2-hydroxy-3-methoxy-3-oxopropoxy)benzimidamido)piperidine-1-carboxylate